1-(tert-butyl) 3-methyl 5,5-dimethyl-2-oxopiperidine-1,3-dicarboxylate CC1(CC(C(N(C1)C(=O)OC(C)(C)C)=O)C(=O)OC)C